BrC1=C(N)C=C(C(=C1)OC)[N+](=O)[O-] 2-Bromo-4-methoxy-5-nitroaniline